O1CC[C@@H](C2=CC=CC=C12)NC(=O)C1=CC2=C(N=C(S2)C2CNCC2)C=C1 N-((S)-chroman-4-yl)-2-(pyrrolidin-3-yl)benzo[d]thiazole-6-carboxamide